3-(((4-(2-((6-(isoxazol-4-yl)-1H-pyrazolo[3,4-b]pyridin-4-yl)amino)ethoxy)butyl)amino)methyl)-5-(trifluoromethoxy)benzamide O1N=CC(=C1)C1=CC(=C2C(=N1)NN=C2)NCCOCCCCNCC=2C=C(C(=O)N)C=C(C2)OC(F)(F)F